[Si](C)(C)(C(C)(C)C)O[C@@H]1CC[C@@]2([C@H]3CC[C@@]4([C@H](CC[C@H]4[C@@H]3CCC2C1)C(C)=O)C)C 1-((3R,8R,9S,10S,13S,14S,17S)-3-((tert-butyldimethylsilyl)oxy)-10,13-dimethylhexadecahydro-1H-cyclopenta[a]phenanthren-17-yl)ethan-1-one